(4aR,6R,7R,8R,8aR)-7-acetamido-6-(pent-4-yn-1-yloxy)-2-phenylhexahydropyrano[3,2-d][1,3]dioxin-8-yl isobutyrate C(C(C)C)(=O)O[C@@H]1[C@H]([C@@H](O[C@H]2[C@@H]1OC(OC2)C2=CC=CC=C2)OCCCC#C)NC(C)=O